2-(4,8-dimethylnon-3-en-1-yl)thiazolidine-4-carboxylic acid CC(=CCCC1SCC(N1)C(=O)O)CCCC(C)C